ClC=1C(=NC=CC1C=1C(=C(C=CC1)NC(C1=NC=C(C=C1)CNC[C@@H]1NC(CC1)=O)=O)C)C1=CC(=C(C=C1)CNCCO)OC (R)-N-(3-(3-chloro-2-(4-(((2-hydroxyethyl)amino)methyl)-3-methoxyphenyl)pyridin-4-yl)-2-methylphenyl)-5-((((5-oxopyrrolidin-2-yl)methyl)amino)methyl)picolinamide